C(CCC)N1CCN(CC1)C1CCN(CC1)C1CCN(CC1)C1=C(C=NC2=CC=C(C=C12)S(=O)C)S(=O)(=O)C1=CC=C(C=C1)OCCCCCCCCCCCCCCCCCCCCCC 4-(4-(4-butylpiperazin-1-yl)-[1,4'-bipiperidin]-1'-yl)-3-((4-(docosyloxy)phenyl)sulfonyl)-6-(methylsulfinyl)quinoline